CN(CCCOC1=NC(=NC=C1F)N1CCC(CC1)(C(=O)N1CCOC2=C(C1)C=NC=C2C#N)F)C 4-[1-[4-[3-(dimethylamino)propoxy]-5-fluoro-pyrimidin-2-yl]-4-fluoro-piperidine-4-carbonyl]-3,5-dihydro-2H-pyrido[3,4-f][1,4]oxazepine-9-carbonitrile